tert-Butyl 2-[(5-methoxypyridin-2-yl)methoxy]-5,6,7,8-tetrahydro-1,7-naphthyridine-7-carboxylate COC=1C=CC(=NC1)COC1=NC=2CN(CCC2C=C1)C(=O)OC(C)(C)C